NCCCCCCCCCCS 10-Aminodecane-1-thiol